C1(CC1)C1(C(NC2=CC=C(C=C12)C=1C=C2C(=NC1)NCC21CC1)=O)O 3-cyclopropyl-5-(1',2'-dihydrospiro[cyclopropane-1,3'-pyrrolo[2,3-b]pyridin]-5'-yl)-3-hydroxyindolin-2-one